1-(tert-Butoxycarbonylamino)cyclopropylcarboxylic acid C(C)(C)(C)OC(=O)NC1(CC1)C(=O)O